N-trifluoroacetyl-methyl-(phenyl)sulfimide FC(C(=O)N=S(C1=CC=CC=C1)C)(F)F